CC(C)(C)[O-].[K+] Potassium 2-methylpropane-2-olate